(R)-Methyl 2-(4-(bromomethyl)-3-chlorophenoxy)propanoate BrCC1=C(C=C(O[C@@H](C(=O)OC)C)C=C1)Cl